tert-Butyl (2E)-2-(4-bromo-5-methoxy-2-oxopyridin-1(2H)-yl)-3-cyclobutylacrylate BrC1=CC(N(C=C1OC)\C(\C(=O)OC(C)(C)C)=C\C1CCC1)=O